(Z)-1,1,1,2,3,4,5,5,6,6,7,7,7-tridecafluoro-4-methoxyhept-2-ene FC(/C(=C(\C(C(C(C(F)(F)F)(F)F)(F)F)(OC)F)/F)/F)(F)F